((2-cyano-7-(4-cyanophenyl)isoindolin-5-yl)methyl)methanesulfonamide C(#N)N1CC2=C(C=C(C=C2C1)CCS(=O)(=O)N)C1=CC=C(C=C1)C#N